2-(6-((2-hydroxyethyl)(octyl)amino)hexyl)-2-methylmalonate OCCN(CCCCCCC(C(=O)[O-])(C(=O)[O-])C)CCCCCCCC